FC1=C(C(=C(N)C(=C1[2H])[2H])[2H])[2H] 4-fluoroaniline-2,3,5,6-d4